NC1=C(C=C(C#N)C=C1)CO[Si](C)(C)C(C)(C)C 4-amino-3-(((tert-butyldimethylsilyl)oxy)methyl)benzonitrile